C(C)N1N=NC(=C1)C1=CC=C(C(=C1)C1=CC=C(C=C1)CN1C(=NC=2C1=NC(=CC2C)C)CC)C#N 5-(1-Ethyl-1H-1,2,3-triazol-4-yl)-4'-((2-ethyl-5,7-dimethyl-3H-imidazo[4,5-b]pyridin-3-yl)methyl)-[1,1'-biphenyl]-2-carbonitrile